ClC1=CC=C(CCC2=CC=C3C(=N2)SC(=N3)NC(=O)C3=CN=NC=C3C3=C(C=CC=C3)OC)C=C1 N-(5-(4-chlorophenethyl)thiazolo[5,4-b]pyridin-2-yl)-5-(2-methoxyphenyl)pyridazine-4-carboxamide